4-((4-aminophenyl)thio)-3-butylaniline NC1=CC=C(C=C1)SC1=C(C=C(N)C=C1)CCCC